4-[(4-[(5-methyl-1H-pyrazol-3-yl)amino]-7-(1-methyl-1H-pyrazol-4-yl)quinazolin-2-yl)amino]adamantan-1-ol CC1=CC(=NN1)NC1=NC(=NC2=CC(=CC=C12)C=1C=NN(C1)C)NC1C2CC3(CC(CC1C3)C2)O